CP(C1=C(C=CC=C1)NC=1C2=C(N=C(N1)NC=1C=CC3=C(OC[C@H]4N3CCOC4)C1)C=CS2)(C)=O (S)-dimethyl-(2-((2-((1,2,4a,5-tetrahydro-4H-benzo[b][1,4]oxazino[4,3-d][1,4]oxazin-8-yl)amino)thieno[3,2-d]pyrimidin-4-yl)amino)phenyl)phosphine oxide